1-(3-(4,4-bis(methoxy-methyl)cyclohexyl)-2-((methyl(2-(methylamino)-ethyl)amino)methyl)-6,7-dihydropyrazolo[1,5-a]-pyrazin-5(4H)-yl)-2-cyclobutylethan-1-one COCC1(CCC(CC1)C=1C(=NN2C1CN(CC2)C(CC2CCC2)=O)CN(CCNC)C)COC